BrC1=CN2C(S1)=C(C=N2)C(=O)NC=2C(=NC=C(C2)C(NCCN2CC(C2)(C)C)=O)C 2-bromo-N-(5-((2-(3,3-dimethylazetidin-1-yl)ethyl)carbamoyl)-2-methylpyridin-3-yl)pyrazolo[5,1-b]Thiazole-7-carboxamide